C(#N)C1=CN=C2N1C(=CC(=C2)C=2C=NN(C2)C)C#CC2=CC=C(C=C2)C=C(C(=O)N)C (4-((3-cyano-7-(1-methyl-1H-pyrazol-4-yl)imidazo[1,2-a]pyridin-5-yl)ethynyl)phenyl)methacrylamide